COC(C1=CC(=CC(=C1)C=C)C(F)(F)F)=O 3-(trifluoromethyl)-5-vinyl-benzoic acid methyl ester